3-nitro-4-[[(oxan-4-yl)methyl]amino]benzene-1-sulfonamide [N+](=O)([O-])C=1C=C(C=CC1NCC1CCOCC1)S(=O)(=O)N